C(C)(C)(C)C1=CC=C(C=C1)C1CN(C1)C(=O)N1CC2(C1)CC(C2)N2N=C(N=C2)C2CC2 [3-(4-tert-butylphenyl)azetidin-1-yl]-[6-(3-cyclopropyl-1,2,4-triazol-1-yl)-2-azaspiro[3.3]heptan-2-yl]methanone